(S)- or (R)-5-(2'-Methoxy-4'-methyl-3,4,5,6-tetrahydro-2H-[1,3']bipyridinyl-4-yl)-2,4-dimethyl-7-(2-trifluoromethyl-benzyl)-2,4,5,7-tetrahydro-pyrazolo[3,4-d]pyrimidin-6-one COC1=NC=CC(=C1N1CCC(CC1)N1C(N(C=2C([C@@H]1C)=CN(N2)C)CC2=C(C=CC=C2)C(F)(F)F)=O)C |o1:19|